C1(CC=CCC1)C(=O)[O-] 3-Cyclohexene-1-carboxylate